C(C)(C)C1=C(C=CC=C1)C=1C(C(CCC1)C)C1=CC=CC2=CC=CC=C12 1-(2-isopropylphenyl)-3-methyl-2-(naphthalen-1-yl)-4,5-dihydro-2H-benzol